(S)-2-((2-(4-cyanophenyl)propyl)amino)-N-(5-(3-methoxyazetidin-1-yl)pyridin-2-yl)-2-phenylacetamide C(#N)C1=CC=C(C=C1)C(CN[C@H](C(=O)NC1=NC=C(C=C1)N1CC(C1)OC)C1=CC=CC=C1)C